CC1=NC(=CC(=C1)B1OC(C)(C)C(C)(C)O1)C 2,6-dimethyl-4-pyridineboronic acid pinacol ester